2-(o-Phenylphenyl)-4,5-diphenylimidazole C1(=CC=CC=C1)C1=C(C=CC=C1)C=1NC(=C(N1)C1=CC=CC=C1)C1=CC=CC=C1